10-bromo-1-(2-hydroxy-3,4-dimethoxy-6-methylphenyl)-1-decanone BrCCCCCCCCCC(=O)C1=C(C(=C(C=C1C)OC)OC)O